3-((2,4,6-Trifluorophenoxy)methyl)cyclobutanol FC1=C(OCC2CC(C2)O)C(=CC(=C1)F)F